N[C@H](COC1=CC=C2C(=CC=NC2=C1)OC1=C(C=C(C=C1F)NC(=O)C=1C(=NC=CC1OC)F)F)C (S)-N-(4-((7-(2-aminopropoxy)quinolin-4-yl)oxy)-3,5-difluorophenyl)-2-fluoro-4-methoxypyridine-3-carboxamide